ethyl 2,2-dimethyl-5-(pyrimidin-5-yl)-1,3-dioxolan-4-carboxylate CC1(OC(C(O1)C(=O)OCC)C=1C=NC=NC1)C